C(C)(C)(C)OC(=O)N[C@H]1CSC2=C(NC1=O)C=C(C=C2)C(=O)NNC(=O)C2(CN(CCC2)C(=O)OCC2=CC=CC=C2)F benzyl 3-[[[(3R)-3-(tert-butoxycarbonylamino)-4-oxo-3,5-dihydro-2H-1,5-benzothiazepine-7-carbonyl]amino]carbamoyl]-3-fluoro-piperidine-1-carboxylate